NC1=NC=NN2C1=C(C(=C2[C@@H](CC)C=2N=NN(C2)C2=C(C=C(C=C2)F)F)C#N)C=2C=NC(=NC2)C(F)(F)F 4-amino-7-{(1R)-1-[1-(2,4-difluorophenyl)-1H-1,2,3-triazol-4-yl]propyl}-5-[2-(trifluoromethyl)pyrimidin-5-yl]pyrrolo[2,1-f][1,2,4]triazine-6-carbonitrile